C(OCCCC1=C(C=C2C([C@](C3(C(=C12)C)CC3)(C)O)=O)C)(OC3=CC=C(C=C3)[N+](=O)[O-])=O (R)-3-(6'-hydroxy-2',4',6'-trimethyl-7'-oxo-6',7'-dihydrospiro[cyclopropane-1,5'-inden]-3'-yl)propyl (4-nitrophenyl) carbonate